ClC1=C(C=C(C=C1)F)C1NC(C2=C1C(=CC1=C(N(N=C21)C)CC(F)F)NC(=O)C21CC3CC1CC(C2)C3)=O N-(6-(2-chloro-5-fluorophenyl)-3-(2,2-difluoroethyl)-2-methyl-8-oxo-2,6,7,8-tetrahydropyrrolo[3,4-g]indazol-5-yl)hexahydro-2,5-methanopentalene-3a(1H)-carboxamide